4-(bis(2-(diphenylphosphanyl)phenyl)phosphanyl)-N,N-dimethylaniline C1(=CC=CC=C1)P(C1=C(C=CC=C1)P(C1=CC=C(N(C)C)C=C1)C1=C(C=CC=C1)P(C1=CC=CC=C1)C1=CC=CC=C1)C1=CC=CC=C1